[4-[(2S,4S)-4-aminopyrrolidine-2-carbonyl]piperazin-1-yl]-[2-chloro-4-[[3-[3-(trifluoromethyl)-1H-pyrazol-4-yl]imidazo[1,2-a]pyrazin-8-yl]amino]phenyl]methanone N[C@H]1C[C@H](NC1)C(=O)N1CCN(CC1)C(=O)C1=C(C=C(C=C1)NC=1C=2N(C=CN1)C(=CN2)C=2C(=NNC2)C(F)(F)F)Cl